tert-butyl 4-[[4-[2-(2,6-dioxo-3-piperidyl)-6-fluoro-1-oxo-isoindolin-5-yl]piperazin-1-yl]methyl]-4-fluoro-piperidine-1-carboxylate O=C1NC(CCC1N1C(C2=CC(=C(C=C2C1)N1CCN(CC1)CC1(CCN(CC1)C(=O)OC(C)(C)C)F)F)=O)=O